NC1=C(N=CC2=C(C(=CC=C12)F)C1=NC(=NC=C1F)C)C(=O)NCCC 4-amino-7-fluoro-8-(5-fluoro-2-methylpyrimidin-4-yl)-N-propylisoquinoline-3-carboxamide